N-(4-(4-amino-7-(1-isobutyrylpiperidin-4-yl)pyrrolo[2,1-f][1,2,4]triazin-5-yl)phenyl)-1-isopropyl-2,4-dioxo-3-(pyridin-2-yl)-1,2,3,4-tetrahydropyrimidine-5-carboxamide NC1=NC=NN2C1=C(C=C2C2CCN(CC2)C(C(C)C)=O)C2=CC=C(C=C2)NC(=O)C=2C(N(C(N(C2)C(C)C)=O)C2=NC=CC=C2)=O